CC12[C@@H](C(C(CC1)C2)(C)C)CC(=O)O.C2(=C(OC)C=C(CC=C)C=C2)C(=O)O.NC2=CC=C(OC1=CC=C(C=C1)C(C(F)(F)F)(C(F)(F)F)C1=CC=C(C=C1)OC1=CC=C(C=C1)N)C=C2 2,2-bis[4-(4-aminophenoxy)phenyl]hexafluoropropane eugenyl-formate ((2S)-1,3,3-trimethylbicyclo[2.2.1]heptan-2-yl-acetate)